S1C2=C(C=C1C(=O)N[C@H](C(=O)NC=1C(N(C=CC1)CC(=O)NC1C3CC4CC(CC1C4)C3)=O)CCC(C(=O)NCC)=O)C=CC=C2 (S)-2-(benzo[b]thiophene-2-carboxamido)-N6-ethyl-N1-(1-(2-(2-adamantylamino)-2-oxoethyl)-2-oxo-1,2-dihydropyridin-3-yl)-5-oxohexanediamide